tert-butyl (6R)-6-(hydroxymethyl)-5-azaspiro[2.4]heptane-5-carboxylate OC[C@@H]1N(CC2(CC2)C1)C(=O)OC(C)(C)C